5-(4-((3-ethyl-9-fluoro-2-oxo-2,3-dihydro-1H-pyrimido[4,5,6-de]quinazolin-8-yl)methyl)piperazin-1-yl)-N,6-dimethylpicolinamide C(C)N1C(NC2=C(C(=CC=3C2=C1N=CN3)CN3CCN(CC3)C=3C=CC(=NC3C)C(=O)NC)F)=O